C1=CC=CC=2C3=CC=CC=C3C(C12)COC(=O)NC(C(=O)[O-])CI 2-((((9H-fluoren-9-yl)methoxy) carbonyl)amino)-3-iodopropanoate